methyl 5-(3-cyclopropyl-1-(2-oxopyridin-1(2H)-yl) propyl)-2-fluorophenylcarbamate C1(CC1)CCC(N1C(C=CC=C1)=O)C=1C=CC(=C(C1)NC(OC)=O)F